5-(imidazo[1,2-a]pyridin-6-yl)-N-(cis-3-morpholinocyclobutyl)pyrrolo[2,1-f][1,2,4]triazin-2-amine N=1C=CN2C1C=CC(=C2)C=2C=CN1N=C(N=CC12)N[C@@H]1C[C@@H](C1)N1CCOCC1